FC1=CC=C(C=N1)CO (6-fluoro-3-pyridyl)methanol